3-hydroxy-2-azaspiro[4.5]decane-2-carboxylic acid allyl ester C(C=C)OC(=O)N1CC2(CC1O)CCCCC2